6'-(((1S,3S)-3-((5-(difluoromethoxy)-3-fluoropyridin-2-yl)amino)cyclopentyl)amino)-2H-[1,3'-bipyridine]-2-one FC(OC=1C=C(C(=NC1)N[C@@H]1C[C@H](CC1)NC1=CC=C(C=N1)N1C(C=CC=C1)=O)F)F